5-formyl-2-methoxyphenylacetate C(=O)C=1C=CC(=C(C1)CC(=O)[O-])OC